FC(C1=C(C(=NC=C1)C)N)F 4-(Difluoromethyl)-2-methylpyridin-3-amine